C1(=CCCCC1)C(=O)[O-] cyclohex-1-en-1-carboxylate